5-isopropylisoquinolin-3-amine C(C)(C)C1=C2C=C(N=CC2=CC=C1)N